1,4-dihydrobenzo[f]Quinoxaline-2,3-dione N1C(C(NC=2C=CC3=C(C12)C=CC=C3)=O)=O